C(#N)CCC1=CC=C(C=C1)C1=CC(=CC(=C1)N1N=NC(=C1)C1=CC=C(C=C1)C(F)(F)F)C(=O)O 4'-(2-cyanoethyl)-5-(4-(4-(trifluoromethyl)phenyl)-1H-1,2,3-triazol-1-yl)-[1,1'-biphenyl]-3-carboxylic acid